6-Pyridinediacetic acid N1=C(C=CC=C1CC(=O)O)CC(=O)O